N-[3-(2,3-dichloro-4-pyridyl)-2-methyl-phenyl]-5-formyl-pyridine-2-carboxamide ClC1=NC=CC(=C1Cl)C=1C(=C(C=CC1)NC(=O)C1=NC=C(C=C1)C=O)C